C(C)OC(=O)C=1SC2=C(N1)C=CC(=C2)Br 6-Bromobenzo[d]thiazole-2-carboxylic acid ethyl ester